FC(C=1C=NN(C1)C1=CC=C(C(=O)O)C=C1)(F)F 4-[4-(Trifluoromethyl)pyrazol-1-yl]benzoic acid